methyl-(2S)-2-amino-3-[(3S)-2-oxo-3-piperidyl]propanamide C[C@@](C(=O)N)(C[C@H]1C(NCCC1)=O)N